FC=1C(=C2C(=NC(=NN2C1)N[C@@H]1[C@@H](CN(CC1)C1COC1)F)OC)C=1C=C(C2=C(N(C=N2)CCF)C1)F 6-fluoro-5-(4-fluoro-1-(2-fluoroethyl)-1H-benzo[d]imidazol-6-yl)-N-((3R,4S)-3-fluoro-1-(oxetan-3-yl)piperidin-4-yl)-4-methoxypyrrolo[2,1-f][1,2,4]triazin-2-amine